[Cr].[Sn].[Pb] lead-tin-chromium